C(CCCC)C1(C=CC=C1)[Hf]C1(C=CC=C1)CCCCC bis(n-pentyl-cyclopentadienyl)hafnium